O=S1(N[C@@H](CC1)C(=O)O)=O (S)-1,1-dioxo-1,2-thiazolidine-3-carboxylic acid